3-(4-(ethylsulfonamido)phenyl)-5-(phenylamino)-1H-pyrazole-4-carboxamide C(C)S(=O)(=O)NC1=CC=C(C=C1)C1=NNC(=C1C(=O)N)NC1=CC=CC=C1